COC1=C(C=CC=C1)P(C1=C(C=CC=C1)OC)C1=C(C=CC=C1)OC tri(2-methoxyphenyl)phosphine